4-Methoxycyclohexyl methanesulfonate CS(=O)(=O)OC1CCC(CC1)OC